CN1C(=NC(=C1)C)C1=CC=C(CC=2C3=C(N=C(N2)C2=C(C=CC=C2)C(C)C)C=CS3)C=C1 (4-(1,4-dimethyl-1H-imidazol-2-yl)benzyl)-2-(2-isopropylphenyl)thieno[3,2-d]pyrimidine